C(C)OC(C[C@H]1CC[C@H](N1)C(=O)OCC)=O ethyl (2S,5R)-5-(2-ethoxy-2-oxoethyl)pyrrolidine-2-carboxylate